C(C)(C)C1(OC(OC1=C)=O)C 4-isopropyl-4-methyl-5-methylene-1,3-dioxolan-2-one